[3-(N,N-dimethylamino)propyl]amine CN(C)CCCN